2,5-dichloro-3-[5-(3,4-dihydroxy-5-nitrophenyl)-1,2,4-oxadiazol-3-yl]-4,6-dimethylpyridine 1-oxide ClC1=[N+](C(=C(C(=C1C1=NOC(=N1)C1=CC(=C(C(=C1)[N+](=O)[O-])O)O)C)Cl)C)[O-]